(S)-(4-cyclopropyl-3-fluorophenyl)(phenyl)methylammonium chloride [Cl-].C1(CC1)C1=C(C=C(C=C1)[NH2+]CC1=CC=CC=C1)F